ClC1=C(C(=O)O)C=CC=C1CS(=O)(=O)C(F)(F)F 2-chloro-3-(((trifluoromethyl)sulfonyl)methyl)benzoic acid